ClC=1C=C(C=CC1)C1CCN(CC1)C=1C=C(C=CC1)NC1CC(CCC1)NC1=C2CN(C(C2=CC=C1)=O)C1C(NC(CC1)=O)=O 3-(4-((3-((3-(4-(3-chlorophenyl)piperidin-1-yl)phenyl)amino)cyclohexyl)amino)-1-oxoisoindolin-2-yl)piperidine-2,6-dione